bis(4-aminomethylcyclohexyl)methane NCC1CCC(CC1)CC1CCC(CC1)CN